CN1C2(CC2)CN(CC1=O)C(=O)OC(C)(C)C tert-butyl 4-methyl-5-oxo-4,7-diazaspiro[2.5]octane-7-carboxylate